cyclopropyl-2H-triazole C1(CC1)N1N=CC=N1